C(C=C)N(/N=C/C1=CC=CC=C1)C1=CC=CC=C1 (E)-1-allyl-2-benzylidene-1-phenylhydrazine